sodium silicon sulfide [Si]=S.[Na]